C(C1=CC=CC=C1)OC(/C=C/C=1C=C(C=CC1)C1=NC=2N(C(=C1)N1CCN(CC1)C(=O)OCC1=CC=CC=C1)N=C(C2C2=CC=CC=C2)C)=O (E)-Benzyl 4-(5-(3-(3-(benzyloxy)-3-oxoprop-1-en-1-yl)phenyl)-2-methyl-3-phenylpyrazolo[1,5-a]pyrimidin-7-yl)piperazine-1-carboxylate